N=1C=NN2C1C=C(C=C2)OC2=C(C=C(C=C2)NC2=NC=NN1C2=C(C=C1)C1CCN(CC1)C(/C=C/C(=O)O)=O)C (E)-4-(4-(4-((4-([1,2,4]triazolo[1,5-a]pyridin-7-yloxy)-3-methylphenyl)amino)pyrrolo[2,1-f][1,2,4]triazin-5-yl)piperidin-1-yl)-4-oxobut-2-enoic acid